6-oxo-3,6-dihydro-2H-pyran-4-yl 4-methylbenzenesulfonate CC1=CC=C(C=C1)S(=O)(=O)OC=1CCOC(C1)=O